5-bromo-4-chloro-1-(tetrahydro-2H-pyran-2-yl)-1H-indazole BrC=1C(=C2C=NN(C2=CC1)C1OCCCC1)Cl